COC1CN(CCC1)C1=NC(=NC(=C1)N1N=C(C=C1)C=1C=C(C=CC1)C)CCC1OCCC1 4-(3-methoxypiperidin-1-yl)-2-(2-(tetrahydrofuran-2-yl)ethyl)-6-(3-(m-tolyl)-1H-pyrazol-1-yl)pyrimidine